OC1(CC1)C(=O)N(C)CC1=CC=C(C=C1)OC 1-hydroxy-N-[(4-methoxyphenyl)methyl]-N-methylcyclopropane-1-carboxamide